4-[4-Cyano-6-(2,6-dichloro-3-methyl-benzyl)-3-hydroxy-pyridin-2-yl]-4-oxo-butyric acid ethyl ester C(C)OC(CCC(=O)C1=NC(=CC(=C1O)C#N)CC1=C(C(=CC=C1Cl)C)Cl)=O